C(C(=C)C)(=O)[O-].C(C(=C)C)(=O)[O-].[Zn+2] zinc di(methacrylate)